FC(C1=CC=C(C=N1)OCC(=O)O)(F)F 2-{[6-(trifluoro-methyl)pyridin-3-yl]oxy}acetic acid